2-(3-((2S,6R)-2,6-dimethylmorpholine-4-carbonyl)-5,6-dihydrocyclopenta[c]pyrazol-1(4H)-yl)-1-(4-(m-tolyl)piperazin-1-yl)ethanone C[C@H]1CN(C[C@H](O1)C)C(=O)C=1C2=C(N(N1)CC(=O)N1CCN(CC1)C=1C=C(C=CC1)C)CCC2